BrCCOC1=C2CN(C(C2=CC=C1)=O)C1C(N(C(CC1)=O)COCC[Si](C)(C)C)=O 3-(4-(2-bromoethoxy)-1-oxoisoindolin-2-yl)-1-((2-(trimethylsilyl)ethoxy)methyl)piperidine-2,6-dione